C(C)(=O)C=1C(=NC(=CC1)N1C=NC2=C1C=C(C=C2)OC2CCN(CC2)C2COC2)N2N=C(C=C2C)C#N 1-[3-acetyl-6-[6-[[1-(oxetan-3-yl)-4-piperidyl]oxy]benzimidazol-1-yl]-2-pyridyl]-5-methyl-pyrazole-3-carbonitrile